CN(C/C=C/C(=O)N1CC(C1)(C(=O)N1CCN(CC1)C1=CC(=C(C=N1)C=1C=C(C=2N(C1)N=CC2C#N)OC)C)F)C (E)-6-(6-(4-(1-(4-(dimethylamino)but-2-enoyl)-3-fluoroazetidine-3-carbonyl)piperazin-1-yl)-4-methylpyridin-3-yl)-4-methoxypyrazolo[1,5-a]pyridine-3-carbonitrile